C12CN(CC2C1)S(=O)(=O)N 3-azabicyclo[3.1.0]hexane-3-sulfonamide